N-(9-Fluorenylmethoxycarbonyl)CYSTEIC ACID C1=CC=CC=2C3=CC=CC=C3C(C12)COC(=O)N[C@@H](CS(=O)(O)=O)C(=O)O